2-(4-ethyl-6-methylpyrazolo[1,5-a]pyrazin-2-yl)-7-(4-propylpiperazin-1-yl)-4H-pyrido[1,2-a]pyrimidin-4-one C(C)C=1C=2N(C=C(N1)C)N=C(C2)C=2N=C1N(C(C2)=O)C=C(C=C1)N1CCN(CC1)CCC